FC=1C=C(C=CC1C=1C(=NC=CC1C(F)(F)F)C)NC(OC(C)(C)C)=O Tert-butyl (3-fluoro-4-(2-methyl-4-(trifluoromethyl)pyridin-3-yl)phenyl)carbamate